C1CCC(=CC1)CC(=O)O 1-CYCLOHEXENYLACETIC ACID